Cl.Cl.NCC1=CC=C(C=C1)C=1N(N=C2C1N=CN(C2=O)CC2(CCN(CC2)CC2=C(C=C(C=C2)C=2C=NC=NC2)Cl)O)C 3-(4-(aminomethyl)phenyl)-6-((1-(2-chloro-4-(pyrimidin-5-yl)benzyl)-4-hydroxypiperidin-4-yl)methyl)-2-methyl-2,6-dihydro-7H-pyrazolo[4,3-d]pyrimidin-7-one dihydrochloride